C(C)(C)(C)C=1C=C(C=C(C1O)C)CCC(=O)OCCOCCOCCOC(CCC1=CC(=C(C(=C1)C)O)C(C)(C)C)=O triethylene glycol bis[β-(3-t-butyl-4-hydroxy-5-methylphenyl)propionate]